N1C2C(CCC1)CCC2 octahydro-1H-cyclopenta[b]pyridine